9-(4-ethylpiperazin-1-yl)pyrido[2,3-b]phenazine-5,12-dione C(C)N1CCN(CC1)C1=CC=C2N=C3C(C4=C(C(C3=NC2=C1)=O)N=CC=C4)=O